5-fluoro-3-(2-(3-(3-methoxyphenyl)-4-oxothiazolidine-2-ylidene)hydrazono)indol-2-one FC=1C=C2C(C(NC2=CC1)=O)=NN=C1SCC(N1C1=CC(=CC=C1)OC)=O